(2'S,3S,6'S)-5-chloro-2'-methyl-6'-(1-methyltriazol-4-yl)spiro[indoline-3,4'-piperidine]-2-one ClC=1C=C2C(=CC1)NC([C@]21C[C@@H](N[C@@H](C1)C=1N=NN(C1)C)C)=O